C1(CC1)C=1C=C(C=2N(C1)C=C(N2)CN2N=NC(=C2)C(NCC2=C(C(=CC=C2N2N=NN=C2)OC)F)=O)CC(C(=O)OCC)(C)C ethyl 3-(6-cyclopropyl-2-((4-((2-fluoro-3-methoxy-6-(1H-tetrazol-1-yl)benzyl)carbamoyl)-1H-1,2,3-triazol-1-yl)methyl)imidazo[1,2-a]pyridin-8-yl)-2,2-dimethylpropanoate